1-(5-((2-(6-methyl-7-oxo-6,7-dihydro-1H-pyrrolo[2,3-c]pyridin-4-yl)-4-(methylsulfonyl)phenoxy)methyl)-1-oxoisoindolin-2-yl)dihydropyrimidine-2,4(1H,3H)-dione CN1C(C2=C(C(=C1)C1=C(OCC=3C=C4CN(C(C4=CC3)=O)N3C(NC(CC3)=O)=O)C=CC(=C1)S(=O)(=O)C)C=CN2)=O